tert-Butyl (R)-1-(((R)-tert-butylsulfinyl)amino)-4-methyl-1,3-dihydrospiro[indene-2,4'-piperidine]-1'-carboxylate C(C)(C)(C)[S@@](=O)N[C@H]1C2=CC=CC(=C2CC12CCN(CC2)C(=O)OC(C)(C)C)C